C(C)(C)(C)C1CCN(CC1)C(=O)NC1=CC(=C(C(=C1)C=1N=NNN1)C1=CC(=C(C=C1)OC)Cl)F 4-(tert-butyl)-N-(3'-chloro-2-fluoro-4'-methoxy-6-(2H-tetrazol-5-yl)-[1,1'-biphenyl]-4-yl)piperidine-1-carboxamide